3-methoxy-5-(4-(methoxycarbonyl)phenyl)piperidine-1-carboxylate COC1CN(CC(C1)C1=CC=C(C=C1)C(=O)OC)C(=O)[O-]